1,4-bis(bicyclo[2.2.1]hept-5-en-2-ylmethoxy)butane C12C(CC(C=C1)C2)COCCCCOCC2C1C=CC(C2)C1